2-(4-(benzyloxy)-2-(((tert-butyldimethylsilyl)oxy)methyl)phenyl)-2-(4-bromophenyl)-1-cyclobutylethan-1-one C(C1=CC=CC=C1)OC1=CC(=C(C=C1)C(C(=O)C1CCC1)C1=CC=C(C=C1)Br)CO[Si](C)(C)C(C)(C)C